C1=CC=C2C(=C1)C(=O)N(C2=O)C3=CC=C(C=C3)[N+](=O)[O-] N-(4-nitrophenyl)phthalimide